(S)-3-(3-(4-hydroxy-1-methyl-2-oxo-1,2-dihydropyridin-3-yl)ureido)-3-(3-(2-(trifluoromethyl)benzyl)phenyl)propanoic acid OC1=C(C(N(C=C1)C)=O)NC(N[C@@H](CC(=O)O)C1=CC(=CC=C1)CC1=C(C=CC=C1)C(F)(F)F)=O